C[C@@H]1CC(O[C@@H]1CCCC)=O Cis-4-Methyl-5-butyldihydro-2(3H)-furanone